N'-(4-((1-(4-cyanophenyl)-1H-pyrazol-3-yl)oxy)-2,5-dimethylphenyl)-N-methyl-N-ethylformamidine C(#N)C1=CC=C(C=C1)N1N=C(C=C1)OC1=CC(=C(C=C1C)N=CN(CC)C)C